4-[2-Cyclopropyl-6-(6-{[2-(methylamino)ethoxy]methyl}-1-oxo-3H-isoindol-2-yl)pyridin-4-yl]-3-(4-methyl-1,2,4-triazol-3-yl)benzonitrile C1(CC1)C1=NC(=CC(=C1)C1=C(C=C(C#N)C=C1)C1=NN=CN1C)N1C(C2=CC(=CC=C2C1)COCCNC)=O